(2-chlorophenyl)-N-{4-[3-(difluoromethyl)-1H-1,2,4-triazol-1-yl]-3-[(2,4-dimethoxy-benzyl)sulfamoyl]phenyl}acetamide ClC1=C(C=CC=C1)CC(=O)NC1=CC(=C(C=C1)N1N=C(N=C1)C(F)F)S(NCC1=C(C=C(C=C1)OC)OC)(=O)=O